(+/-)-N5-((1R,5S,6r)-3-Oxabicyclo[3.1.0]hexan-6-yl)-N7-methyl-3-(pyridin-4-yl)-2,3-dihydrobenzofuran-5,7-dicarboxamide [C@H]12COC[C@@H]2C1NC(=O)C=1C=C(C2=C(C(CO2)C2=CC=NC=C2)C1)C(=O)NC